C[C@H]1O[C@@H](CC(C1)C1=NC2=CC=C(C=C2C=C1)C=O)C 2-((2R,6r)-2,6-dimethyltetrahydro-2H-pyran-4-yl)quinoline-6-carbaldehyde